NC1=NC(=CC(=N1)N1CCC2(C[C@H](NC2)C(=O)O)CC1)O[C@@H](C(F)(F)F)C1=C(C=C(C=C1)C1=CC(=C(C=C1)F)OCC)N1N=C(C=C1)C (S)-8-(2-amino-6-((R)-1-(3'-ethoxy-4'-fluoro-3-(3-methyl-1H-pyrazol-1-yl)-[1,1'-biphenyl]-4-yl)-2,2,2-trifluoroethoxy)pyrimidin-4-yl)-2,8-diazaspiro[4.5]decane-3-carboxylic acid